2-((3R,5R)-3-fluoro-5-((5-(trifluoromethyl)pyrimidin-2-yl)amino)piperidin-1-yl)-6-isopropyl-1-methyl-1H-benzo[d]imidazol-5-amine F[C@H]1CN(C[C@@H](C1)NC1=NC=C(C=N1)C(F)(F)F)C1=NC2=C(N1C)C=C(C(=C2)N)C(C)C